tert-Butyl (2R,5S)-4-(5-(tert-butyl)-7-(4-cyanopyrimidin-2-yl)-7H-pyrrolo[2,3-d]pyrimidin-4-yl)-2,5-dimethylpiperazine-1-carboxylate C(C)(C)(C)C1=CN(C=2N=CN=C(C21)N2C[C@H](N(C[C@@H]2C)C(=O)OC(C)(C)C)C)C2=NC=CC(=N2)C#N